C[C@H]1N([C@H](CN(C1)C1=NC=C(N=C1)C(F)(F)F)C)C(=O)OCC1CC2(CN(C2)CC2=CC=CC=C2)C1 {2-benzyl-2-azaspiro[3.3]heptan-6-yl}methyl (2R,6S)-2,6-dimethyl-4-[5-(trifluoromethyl)pyrazin-2-yl]piperazine-1-carboxylate